bis(4-(3,6-dibromo-9H-carbazol-9-yl)phenyl)methanone BrC=1C=CC=2N(C3=CC=C(C=C3C2C1)Br)C1=CC=C(C=C1)C(=O)C1=CC=C(C=C1)N1C2=CC=C(C=C2C=2C=C(C=CC12)Br)Br